CC[C@H](C)[C@H]1C(=O)N[C@H](C(=O)N[C@H](C(=O)N[C@@H](CSCCCC(=O)N[C@H](C(=O)N1)CC2=CC=C(C=C2)OC)C(=O)N3CCC[C@H]3C(=O)N[C@@H](CC(C)C)C(=O)NCC(=O)N)CC(=O)N)CCC(=O)N The molecule is oxytocin in which the hydrogen on the phenolic hydroxy group is substituted by methyl, the amino group on the cysteine residue is substituted by hydrogen, and the sulfur of the cysteine residue is replaced by a methylene group. A synthetic carba-analogue of oxytocin, it is used to control bleeding after giving birth. Like oxytocin, it causes contraction of the uterus. It has a role as an oxytocic.